1,5-hexadi-ene-3,4-diol C=CC(C(C=C)O)O